[Cl-].NC1=C[N+](=NO1)CC1=NC=C(C=N1)Br 5-amino-3-((5-bromopyrimidin-2-yl)methyl)-1,2,3-oxadiazole-3-ium chloride